(S)-N-(5-(4-amino-7-methyl-5-(4-(pyrrolidine-1-carbonyl)phenyl)-7H-pyrrolo[2,3-d]pyrimidin-6-yl)-1-methyl-1H-pyrazol-3-yl)methacrylamide NC=1C2=C(N=CN1)N(C(=C2C2=CC=C(C=C2)C(=O)N2CCCC2)C2=CC(=NN2C)NC(C(=C)C)=O)C